C1(CC1)CSSCC1=CC=C(C=C1)C1N=C(OC1)C1=C(C=CC=C1F)F 4-(4-(((Cyclopropylmethyl)disulfaneyl)methyl)phenyl)-2-(2,6-difluorophenyl)-4,5-dihydrooxazole